(S)-1-(7-(1-benzylpiperidin-3-yl)-2-chloropyrazolo[1,5-a]pyrimidin-3-yl)-N-((tetrahydro-2H-pyran-4-yl)methyl)methylamine C(C1=CC=CC=C1)N1C[C@H](CCC1)C1=CC=NC=2N1N=C(C2CNCC2CCOCC2)Cl